FC1(CN(CC1)C1=C(C#N)C(=CC=N1)C1=CC=CC=C1)F 2-(3,3-difluoropyrrolidin-1-yl)-4-phenylnicotinonitrile